COC(=O)[C@H]1NCC(C1O)O (2S)-3,4-dihydroxypyrrolidine-2-carboxylic acid methyl ester